C1(=CC=CC=C1)C=1N=CC(=NC1C1=CC=CC=C1)N(CCCCOCC(=O)O)C(C)C {4-[(5,6-diphenylpyrazin-2-yl)(prop-2-yl)amino]butoxy}acetic acid